1-methyl-3-tert-butyl-4-phenyl-3,4-dihydroquinolin-2(1H)-one-4-d CN1C(C(C(C2=CC=CC=C12)([2H])C1=CC=CC=C1)C(C)(C)C)=O